(S)-N-methyl-6-(4-methyl-1H-imidazol-1-yl)-2,3-dihydrobenzofuran-3-amine hydrochloride Cl.CN[C@@H]1COC2=C1C=CC(=C2)N2C=NC(=C2)C